(3R,7aR)-3-(4-hydroxyphenyl)tetrahydro-1H-pyrrolizine OC1=CC=C(C=C1)[C@H]1CCC2=CCCN12